C(C=C)OC1=C(C=CC(=C1)C)S(=O)(=O)N1[C@@H](CCC1)C(=O)OC(C)(C)C tert-Butyl ((2-(allyloxy)-4-methylphenyl)sulfonyl)-L-prolinate